1-(4-chlorophenyl)-1H-imidazole-4-carbonitrile ClC1=CC=C(C=C1)N1C=NC(=C1)C#N